OC=1C(=C(C(=O)O)C(=CC1)C)O dihydroxy-6-methylbenzoic acid